(2R,4S)-1-tert-butoxycarbonyl-4-[(cyclopropylamino)methyl]-2-methyl-azetidine-2-carboxylic acid C(C)(C)(C)OC(=O)N1[C@](C[C@H]1CNC1CC1)(C(=O)O)C